(1S,2S,5R)-1-hydroxy-N-((S)-2-hydroxy-2-phenylethyl)-2-isopropyl-5-methylcyclohexane-1-carboxamide O[C@@]1([C@@H](CC[C@H](C1)C)C(C)C)C(=O)NC[C@H](C1=CC=CC=C1)O